ClC1=C(OC2=C(C=CC3=C2NC(=NS3(=O)=O)N[C@@H](C)C3=C(C=CC=C3)F)F)C=CC=C1 (S)-5-(2-chlorophenoxy)-6-fluoro-3-((1-(2-fluorophenyl)ethyl)amino)-4H-benzo[e][1,2,4]thiadiazine 1,1-dioxide